CN(CCN1N=C(C(=C1)NC1=NC=C(C(=N1)NCCCNC(=O)C1CN(C1)C)C(F)(F)F)C)C N-(3-((2-((1-(2-(dimethylamino)ethyl)-3-methyl-1H-pyrazol-4-yl)amino)-5-(trifluoromethyl)pyrimidin-4-yl)amino)propyl)-1-methylazetidine-3-carboxamide